BrC1=C(C=C(C=C1)S(=O)(=O)C)NC1CCOCC1 N-(2-bromo-5-methylsulfonyl-phenyl)tetrahydropyran-4-amine